methoxyl-lithium O(C)[Li]